2,4-Bis(3-dimethylaminopropylaminomethyl)-6-methoxyphenol CN(CCCNCC1=C(C(=CC(=C1)CNCCCN(C)C)OC)O)C